(S)-5,6-dichloro-1'-((R)-2,3-dihydroxypropanoyl)spiro[indoline-3,3'-pyrrolidin]-2-one ClC=1C=C2C(=CC1Cl)NC([C@]21CN(CC1)C([C@@H](CO)O)=O)=O